O=C1N(CC2=C(C=CC=C12)SCCCCCCCCNC1=NC=CC(=N1)C=1C=NC=CC1)C1C(NC(CC1)=O)=O 3-(1-oxo-4-((8-((4-(pyridin-3-yl)pyrimidin-2-yl)amino)octyl)thio)isoindolin-2-yl)piperidine-2,6-dione